4-(3,5-dichloro-4-hydroxybenzoamido)thiazole-5-carboxylic acid ClC=1C=C(C(=O)NC=2N=CSC2C(=O)O)C=C(C1O)Cl